FC(C(=O)[O-])(C=CC1=CC=CC=C1)F 2,2-difluoro-4-phenylbut-3-enoate